FC1=C(C(=C(C(=C1F)F)F)F)S(=O)(=O)N 2,3,4,5,6-pentafluorophenylsulphonamide